tert-butyl N-[(1E)-[[(tert-butoxy)carbonyl]imino](1H-pyrazol-1-yl)methyl]carbamate C(C)(C)(C)OC(=O)\N=C(/NC(OC(C)(C)C)=O)\N1N=CC=C1